BrC=1C=CC(=C(NC2=CC=C(C=C2)CNC(OC(C)(C)C)=O)C1)[N+](=O)[O-] tert-butyl N-[[4-(5-bromo-2-nitro-anilino)phenyl]methyl]carbamate